N1N=CC(=C1)S1N=NC2=C1C=CC=C2C=2C=NNC2 1,4-bis(1H-pyrazol-4-yl)benzothiadiazole